BrC1=C(NC(C=2N1N=CC2)=O)C 7-bromo-6-methyl-pyrazolo[1,5-a]pyrazin-4(5H)-one